(S)-ethyl 8-(2-amino-6-((R)-1-(5-chloro-3'-(morpholine-4-carbonyl)-[1,1'-biphenyl]-2-yl)-2,2,2-trifluoroethoxy)pyrimidin-4-yl)-2,8-diazaspiro[4.5]decane-3-carboxylate NC1=NC(=CC(=N1)N1CCC2(C[C@H](NC2)C(=O)OCC)CC1)O[C@@H](C(F)(F)F)C1=C(C=C(C=C1)Cl)C1=CC(=CC=C1)C(=O)N1CCOCC1